tert-butyl 4-[4-[3-[(4-bromo-2-pyridyl)oxy] cyclobutoxy] piperidine-1-carbonyl]piperidine-1-carboxylate BrC1=CC(=NC=C1)OC1CC(C1)OC1CCN(CC1)C(=O)C1CCN(CC1)C(=O)OC(C)(C)C